3-(5-(difluoromethyl)-1,3,4-thiadiazol-2-yl)-N-(1,2-dimethylcyclopropyl)-8-((3S,5S)-3,5-dimethylpiperazin-1-yl)indolizine-6-sulfonamide FC(C1=NN=C(S1)C1=CC=C2C(=CC(=CN12)S(=O)(=O)NC1(C(C1)C)C)N1C[C@@H](N[C@H](C1)C)C)F